CC1=C(C=C(C=C1[N+](=O)[O-])C)C1=CC=C(O1)C=C1C(C2=CC=CC=C2C1=O)=O 2-[[5-(2,5-Dimethyl-3-nitrophenyl)-2-furanyl]methylene]-1H-indene-1,3(2H)-dione